(R)-3-((5-chloro-1H-indol-2-yl)methyl)-1-methyl-1-(1-(5-methylthiazole-2-carbonyl)piperidin-3-yl)urea ClC=1C=C2C=C(NC2=CC1)CNC(N([C@H]1CN(CCC1)C(=O)C=1SC(=CN1)C)C)=O